1-(4-(trifluoromethoxy)benzyl)piperidine FC(OC1=CC=C(CN2CCCCC2)C=C1)(F)F